N[C@H]1CN(CCC1)C=1C=2N(C=CN1)C(=C(N2)C)NC(C=C)=O (R)-N-(8-(3-aminopiperidin-1-yl)-2-methylimidazo[1,2-a]pyrazin-3-yl)acrylamide